ClC1=CC=C(C=N1)CC=O 2-(6-chloropyridin-3-yl)acetaldehyde